OC1=C(N(C=CC1=O)CC(C)NC(C(=C)C)=O)C 3-hydroxy-1-(β-methacrylamidopropyl)-2-methyl-4(1H)-pyridinone